2-((6-(3-(2-(4-((7-Oxa-2-azaspiro[3.5]nonan-2-yl)methyl)-3-methoxyphenyl)-3-chloropyridin-4-yl)-2-chlorophenyl)-2-methoxypyridin-3-yl)methyl)-7-oxa-2-azaspiro[3.5]nonane C1N(CC12CCOCC2)CC2=C(C=C(C=C2)C2=NC=CC(=C2Cl)C=2C(=C(C=CC2)C2=CC=C(C(=N2)OC)CN2CC1(C2)CCOCC1)Cl)OC